tert-Butyl 4-(5-bromopyridin-2-yl)-4-hydroxypiperidine-1-carboxylate BrC=1C=CC(=NC1)C1(CCN(CC1)C(=O)OC(C)(C)C)O